C(C)(C)(C)OC(=O)N1C[C@H](CC1)[C@@H](C(=O)OC(C)(C)C)CC1=CC(=CC=C1)Br (3R)-3-[(1S)-1-[(3-bromophenyl)methyl]-2-tert-butoxy-2-oxoethyl]pyrrolidine-1-carboxylic acid tert-butyl ester